BrC1=C(C(=CC2=C1[C@@H]([C@](O2)(C2=NC=CC=C2)CN)C)F)Cl |o1:7,8| ((2R*,3S*)-4-Bromo-5-chloro-6-fluoro-3-methyl-2-(pyridin-2-yl)-2,3-dihydrobenzofuran-2-yl)methanamine